3-isocyanatopropyltriethoxysilane N(=C=O)CCC[Si](OCC)(OCC)OCC